(3aR,6aR)-5-cyano-N-(2-fluoro-4-(1-methyl-1H-pyrazol-4-yl)phenyl)hexahydropyrrolo[3,4-b]pyrrole-1(2H)-carboxamide C(#N)N1C[C@@H]2N(CC[C@@H]2C1)C(=O)NC1=C(C=C(C=C1)C=1C=NN(C1)C)F